5-(aminomethyl)-2-methyl-N-(1-(2-(2-oxopyrrolidin-1-yl)quinolin-4-yl)ethyl)benzamide NCC=1C=CC(=C(C(=O)NC(C)C2=CC(=NC3=CC=CC=C23)N2C(CCC2)=O)C1)C